3-(3-((R or S)-1-(((S)-phenyl((R)-1,2,3,4-tetrahydro-1,5-naphthyridin-3-yl)methyl)amino)propan-2-yl)phenyl)oxetane-3-carboxylic acid C1(=CC=CC=C1)[C@H]([C@H]1CNC2=CC=CN=C2C1)NC[C@H](C)C=1C=C(C=CC1)C1(COC1)C(=O)O |o1:19|